BrC1=CC2=C(N(S(C3=C(C2O)C=CC(=C3)Cl)(=O)=O)C)C=C1 9-Bromo-3-chloro-11-hydroxy-6-methyl-6,11-dihydrodibenzo[c,f][1,2]thiazepine 5,5-dioxide